OC1=CC=C(C=N1)NC(=O)C=1C=2C[C@@H]3[C@H](C2N(N1)C1=C(C=C(C=C1)F)F)C3 (1aR,5aR)-2-(2,4-Difluoro-phenyl)-1a,2,5,5a-tetrahydro-1H-2,3-diaza-cyclopropa[a]pentalene-4-carboxylic acid (6-hydroxy-pyridin-3-yl)-amide